3-methyl-1-naphthylmethylimidazole naphthoate C1(=CC=CC2=CC=CC=C12)C(=O)O.CC=1C=C(C2=CC=CC=C2C1)CC=1NC=CN1